C(C)[C@H]1CC=2C(=NN(C2C(F)(F)F)CC(=O)N2[C@@H]([C@@H](CC2)N2CCOCC2)C2=C(C(=CC=C2)OC)C)[C@H]1C 2-[(5S,6S)-5-ethyl-6-methyl-3-(trifluoromethyl)-5,6-dihydro-4H-cyclopenta[c]pyrazol-2-yl]-1-[(2R,3R)-2-(3-methoxy-2-methyl-phenyl)-3-morpholino-pyrrolidin-1-yl]ethanone